ClC=1C=C(C(=NC1)N1C([C@@H](N(C(C1)=O)CC1=CC=C(C=C1)Cl)C12CC(C1)(C2)C(=O)N)=O)F (S)-3-(4-(5-chloro-3-fluoro-pyridin-2-yl)-1-(4-chloro-benzyl)-3,6-dioxo-piperazin-2-yl)bicyclo-[1.1.1]pentane-1-carboxamide